BrC=1C=C(C=C2C3=C(N(C12)CC)C(=NC=C3)C)Cl 8-Bromo-6-chloro-9-ethyl-1-methyl-9H-pyrido[3,4-b]indole